CN(C)[Si](CC)(CC)N(C)C bis(dimethylamino)diethylsilane